naphthalene-1,5-disulphonate C1(=CC=CC=2C(=CC=CC12)S(=O)(=O)[O-])S(=O)(=O)[O-]